C[Si]1(CCN(CC1)C1=C(C(=O)NC2=NC(=CC=C2)OC[C@@H](C(F)(F)F)O)C=CC(=C1)NS(=O)(=O)CCO)C (S)-2-(4,4-dimethyl-1,4-azasilinan-1-yl)-4-((2-hydroxyethyl)sulfonamido)-N-(6-(3,3,3-trifluoro-2-hydroxypropoxy)pyridin-2-yl)benzamide